2-amino-5-(4-(2-(2-ethylphenyl)acetamido)-2-methylphenyl)-N-isopropylnicotinamide NC1=C(C(=O)NC(C)C)C=C(C=N1)C1=C(C=C(C=C1)NC(CC1=C(C=CC=C1)CC)=O)C